NC=1C=CC2=C(NC(N2C)=O)C1 6-amino-3-methyl-1H-benzimidazol-2-one